C1(CC1)S(=O)(=O)NC1=NC=CC(=N1)C(C(=O)NC1=NC=C(C=C1)C1=NC(=CN=C1)OCC)(C(C)C)F 2-(2-(cyclopropanesulfonamido)pyrimidin-4-yl)-N-(5-(6-ethoxypyrazin-2-yl)pyridin-2-yl)-2-fluoro-3-methylbutanamide